triphenyl-((5,6,7,8-tetrahydro-1,8-naphthyridin-2-yl)methyl)phosphonium bromide [Br-].C1(=CC=CC=C1)[P+](CC1=NC=2NCCCC2C=C1)(C1=CC=CC=C1)C1=CC=CC=C1